COC1=CC=C(C=C1)C([C@H](C)NC(CNC(C1=NC=CC(=C1O)OC)=O)=O)C1=CC=C(C=C1)OC (S)-N-(2-((1,1-bis(4-methoxyphenyl)propan-2-yl)amino)-2-oxoethyl)-3-hydroxy-4-methoxypicolinamide